3-((6-fluoro-4-methoxy-5-(1-(2,2,2-trifluoroethyl)-1H-benzo[d][1,2,3]triazol-6-yl)pyrrolo[2,1-f][1,2,4]triazin-2-yl)amino)-2,2-dimethylpropanenitrile FC=1C(=C2C(=NC(=NN2C1)NCC(C#N)(C)C)OC)C=1C=CC2=C(N(N=N2)CC(F)(F)F)C1